3,4-dihydro-1H-isoquinoline-3-carboxylic acid C1NC(CC2=CC=CC=C12)C(=O)O